ClC1=C(C=C2C(=NNC2=C1)NC1CCN(CC1)C(C=C)=O)C1=C(C=CC=C1)Cl 1-(4-(6-chloro-5-(2-chlorophenyl)-1H-indazol-3-ylamino)piperidin-1-yl)prop-2-en-1-one